C(C)N(S(=O)(=O)C1=CC2=C(N=C(S2)NCC)C=C1)[C@@H](C(F)(F)F)C1=CC=C(C=C1)F (R)-N-ethyl-2-(ethylamino)-N-(2,2,2-trifluoro-1-(4-fluorophenyl)ethyl)benzo[d]thiazole-6-sulfonamide